C1C=CC(=CC=1)[P](C1C=CC=CC=1)(C1C=CC=CC=1)[Pd]([P](C1C=CC=CC=1)(C1C=CC=CC=1)C1C=CC=CC=1)([P](C1C=CC=CC=1)(C1C=CC=CC=1)C1C=CC=CC=1)[P](C1C=CC=CC=1)(C1C=CC=CC=1)C1C=CC=CC=1 tetrakistriphenylphosphine Palladium (0)